C(C)OC([C@H](CC1=CC=CC=C1)NC(CC(C(=O)O)=C)=O)=O (S)-4-((1-Ethoxy-1-oxo-3-phenylpropan-2-yl)amino)-2-methylene-4-oxobutanoic acid